glycolic acid titanium [Ti].C(CO)(=O)O